5-(2-aminoethoxy)-3,4-dihydronaphthalen-1(2H)-one NCCOC1=C2CCCC(C2=CC=C1)=O